BrC1=CC=C2C=CC(=C(C2=C1)C1=C(OC(C2=CC=C(C=C12)OC)=O)C1=NC=C(C=C1)C)O 4-(7-bromo-2-hydroxynaphthalen-1-yl)-6-methoxy-3-(5-methylpyridin-2-yl)-1H-isochromen-1-one